(2S)-2-{[(3-methoxy-5-methylphenyl)methyl]amino}-5,5-dimethylhexanoic acid COC=1C=C(C=C(C1)C)CN[C@H](C(=O)O)CCC(C)(C)C